8-chloro-1-(3,3-difluorotetrahydro-2H-pyran-4-yl)-2-[(5-methyl-1,3,4-thiadiazol-2-yl)methyl]-1H-imidazo[4,5-c]quinoline ClC1=CC=2C3=C(C=NC2C=C1)N=C(N3C3C(COCC3)(F)F)CC=3SC(=NN3)C